methyl 5-(cyanomethyl)thiophene-2-carboxylate C(#N)CC1=CC=C(S1)C(=O)OC